FC1=C2C(=CN=CC2=C(C=C1)N1CCNCC1)N1C(NC(CC1)=O)=O 1-(5-fluoro-8-piperazin-1-yl-4-isoquinolinyl)hexahydropyrimidine-2,4-dione